12-tetradecadienoic acid C/C=C/CCCCCC/C=C/CCC(=O)O